C(C)(C)OC1=C(C=C(C(=C1)OC(C)C)N)N 4,6-diisopropyloxy-1,3-diaminobenzene